C(C=C)C=1C=C(C(=C(C1)C1=C(C=CC(=C1)CC=C)O)O)[N+](=O)[O-] 5,5'-Diallyl-3-nitro-2,2'-dihydroxy-1,1'-biphenyl